CC(C(C(O)(O)CCC)(CCC)C)CCCCCCC dimethyl-dipropyl-decanediol